ClC1=C2C(=CC=NC2=CC(=C1)[N+](=O)[O-])N1CCC(CC1)C(F)(F)F 5-chloro-7-nitro-4-(4-(trifluoromethyl)piperidin-1-yl)quinoline